(Z)-3-((3,3-dibutyl-5-(4-(cyclopentanecarboxamido)phenyl)-7-(methylsulfanyl)-1,1-dioxido-2,3,4,5-tetrahydro-1,5-benzothiazepin-8-yl)oxy)-2-fluoroacrylic acid C(CCC)C1(CS(C2=C(N(C1)C1=CC=C(C=C1)NC(=O)C1CCCC1)C=C(C(=C2)O\C=C(\C(=O)O)/F)SC)(=O)=O)CCCC